5-[[4-[(2,4,6-trioxohexa-hydropyrimidin-5-ylidene)methyl]-phenoxy]methyl]-furan O=C1NC(C(C(N1)=O)=CC1=CC=C(OCC2=CC=CO2)C=C1)=O